NC1COC2=C(O1)C=CC=C2N2CCN(CC2)N 2-Amino-5-(4-aminopiperazin-1-yl)-2,3-dihydro-1,4-benzodioxine